5-(furan-2-yl)-4-hydroxy-2,6-dimethylpyridine-3-carboxamide O1C(=CC=C1)C=1C(=C(C(=NC1C)C)C(=O)N)O